2-ethyl-2,3,3-trimethylbutyric acid C(C)C(C(=O)O)(C(C)(C)C)C